3-(dimethylamino)1,1,1-trifluoropropan-2-ol CN(CC(C(F)(F)F)O)C